1-(3-fluorothiophen-2-yl)methanamine FC1=C(SC=C1)CN